(S)-1-(diphenylphosphino)-2-[(S)-4-isopropyl-oxazoline-2-yl]ferrocene C1(=CC=CC=C1)P([C-]1C(=CC=C1)C=1OC[C@@H](N1)C(C)C)C1=CC=CC=C1.[CH-]1C=CC=C1.[Fe+2]